BrC1=C(C(=CC(=C1)C(C(F)(F)F)(C(F)(F)F)F)C(F)(F)F)NC(C1=C(C(=CC=C1)N(C(C1=CC=C(C=C1)C(F)(F)F)=O)CC1CC1)F)=O N-[2-bromo-4-(1,1,1,2,3,3,3-heptafluoropropan-2-yl)-6-(trifluoromethyl)phenyl]-3-[N-(cyclopropylmethyl)-4-trifluoromethylbenzamido]-2-fluorobenzamide